tert-butyl (cyclopropylmethyl)(4-(4-((3-(difluoromethyl)-1-((1r,4r)-4-((methylamino)methyl)cyclohexyl)-1H-pyrazol-4-yl)carbamoyl)oxazol-2-yl)pyridin-2-yl)carbamate C1(CC1)CN(C(OC(C)(C)C)=O)C1=NC=CC(=C1)C=1OC=C(N1)C(NC=1C(=NN(C1)C1CCC(CC1)CNC)C(F)F)=O